N-(1-methylethyl)acetamide CC(C)NC(C)=O